N1(N=CN=C1)CCOC1=CC=C(C=C1)C1CCN(CC1)C1=CC=C(C=N1)C=1C2=C(C(N(C1)C)=O)NC=C2 4-{6-[4-(4-(2-(1H-1,2,4-triazol-1-yl)ethoxy)phenyl)piperidin-1-yl]pyridin-3-yl}-6-methyl-1H-pyrrolo[2,3-c]pyridin-7(6H)-one